N-(2-(2-(4-(3-fluorobenzyloxy)phenoxy)ethoxy)ethyl)cyclopentylamine FC=1C=C(COC2=CC=C(OCCOCCNC3CCCC3)C=C2)C=CC1